CN1CCC(CC1)NC(=O)C1=CN=C2N1C=C(C=C2)C=2C(=NC=CC2)C2=C(C=C(C(=C2)F)F)F N-(1-Methylpiperidin-4-yl)-6-(2-(2,4,5-Trifluorophenyl)pyridin-3-yl)imidazo[1,2-a]pyridine-3-carboxamide